N-Ethyl-2-nitrobenzene-1-sulfonamide C(C)NS(=O)(=O)C1=C(C=CC=C1)[N+](=O)[O-]